didodecyl sulphosuccinate S(=O)(=O)(O)C(C(=O)OCCCCCCCCCCCC)CC(=O)OCCCCCCCCCCCC